5-oxo-6H-1,6-naphthyridine-8-carbonitrile O=C1C=2C=CC=NC2C(=CN1)C#N